ClC=1C=C2C(N(C=NC2=CC1)C)(C(F)(F)F)C#CC1CC1 6-chloro-4-(cyclopropylethynyl)-3-methyl-4-(trifluoromethyl)-3,4-dihydroquinazolin